CN(C)CCOC(C=C)=O.C1(CC1)C1=CC(=C(C=C1)NC1=CC(=NC=C1C(=O)NOCC)NC=1C=NC(=CC1)F)NS(=O)(=O)C 4-((4-cyclopropyl-2-(N-methylsulfonylamino)phenyl)amino)-N-ethoxy-6-((6-fluoropyridin-3-yl)amino)nicotinamide 2-(N,N-Dimethylamino)ethylacrylat